tert-butyl N-[1-[[4-[[2-amino-4-[(5-methylisoxazol-3-yl)methylamino]pyrrolo[3,2-d]pyrimidin-5-yl]methyl]-3-methoxy-phenyl]methyl]azetidin-3-yl]-N-methyl-carbamate NC=1N=C(C2=C(N1)C=CN2CC2=C(C=C(C=C2)CN2CC(C2)N(C(OC(C)(C)C)=O)C)OC)NCC2=NOC(=C2)C